C(N)(=O)C1(CCCC1)NC(C(=O)C1=C(C(=C(N1C)C)C(=O)NC1=CC(=C(C=C1)F)F)C)=O 5-(2-((1-carbamoylcyclopentyl)amino)-2-oxoacetyl)-N-(3,4-difluorophenyl)-1,2,4-trimethyl-1H-pyrrole-3-carboxamide